vinyl acetate hydroxyethyl-acrylate OCCOC(C=C)=O.C(C)(=O)OC=C